ClC1=C(C=CC=C1)C=1N=C(SC1)N\N=C\C1=C(C(=O)[O-])C=CC=C1 (E)-2-((2-(4-(2-chlorophenyl)thiazol-2-yl)hydrazono)methyl)benzoate